S1C(=NC2=C1C=CC=C2)C(CCC(N)=O)NC(OC(C)(C)C)=O tert-butyl N-[1-(1,3-benzothiazol-2-yl)-3-carbamoylpropyl]carbamate